O(C1=CC=CC=C1)CC1OC2=C(C(N1O)C1=CC=CC=C1)C=CC=C2 2-(phenoxymethyl)-4-phenyl-2H-benzo[e][1,3]oxazin-3(4H)-ol